CNC1=C(C(=C(C=C1)C1=CC=C(N)C=C1)C1=CC=C(C=C1)N)C1=CC=C(C=C1)N N-methyl-bis(4-aminophenyl)-benzidine